cobalt diethanol C(C)O.C(C)O.[Co]